BrC1=C(SC=C1)C(=O)N1CCN(CC1)C1=C(C=CC=C1)NC (3-bromothiophen-2-yl)(4-(2-(methylamino)phenyl)piperazin-1-yl)methanone